P(=O)(OCC)(OCC)OCC1=CC(=C(C(=C1)C(C)(C)C)O)C(C)(C)C diethyl 3,5-di-tertiary butyl-4-hydroxybenzyl phosphate